(R,S)-2-amino-N-((phenyl-d2)methyl)propanamide Cobalt (III) [Co+3].N[C@@H](C(=O)NCC1=C(C(=CC=C1)[2H])[2H])C